2-{[6-({8-methyl-3,8-diazabicyclo[3.2.1]octan-3-yl}methyl)imidazo[1,2-a]pyridin-2-yl]methyl}-5-(7-oxa-2-azaspiro[3.5]nonan-2-yl)-1,2-dihydro-2,7-naphthyridin-1-one CN1C2CN(CC1CC2)CC=2C=CC=1N(C2)C=C(N1)CN1C(C2=CN=CC(=C2C=C1)N1CC2(C1)CCOCC2)=O